C(C)C(C(=O)O)CCCC.C(CCCCC)(=O)OCC ethyl caproate (ethyl hexanoate)